dilauroyl-oleamide C(CCCCCCCCCCC)(=O)/C(=C(/CCCCCCCC(=O)N)\C(CCCCCCCCCCC)=O)/CCCCCCCC